2-Methyl-4-azapentalen CC1=CC2=CC=NC2=C1